1-(isoquinolin-8-ylmethyl)-2-thioxo-1,2,3,5-tetrahydro-4H-pyrrolo[3,2-d]pyrimidin-4-one C1=NC=CC2=CC=CC(=C12)CN1C(NC(C2=C1C=CN2)=O)=S